N(=O)O.O=C1C(O)=C(O)[C@H](O1)[C@@H](O)CO ascorbic acid nitrite